tert-butyl-6-[4-bromo-1-methyl-5-(1-methylindazol-5-yl)imidazol-2-yl]-2-azaspiro[3.3]heptane-2-carboxylate C(C)(C)(C)OC(=O)N1CC2(C1)CC(C2)C=2N(C(=C(N2)Br)C=2C=C1C=NN(C1=CC2)C)C